methyl trans-3-methyl-1-(picolinamido)cyclohexane-1-carboxylate C[C@@H]1C[C@@](CCC1)(C(=O)OC)NC(C1=NC=CC=C1)=O